CC1=C(N=C2N(C1=O)C=C(C=C2[C@@H](C)NC2=C(C(=O)O)C=CC=C2)C)N2CCN(CC2)C2=CC=CC=C2 (R)-2-((1-(3,7-dimethyl-4-oxo-2-(4-phenylpiperazin-1-yl)-4H-pyrido[1,2-a]pyrimidin-9-yl)ethyl)amino)benzoic acid